Benzoperylene C1=C2C=CC=C3C=4C5=C(C=C6C=CC=C(C(C=C1)=C23)C64)C=CC=C5